ethylene bis-dithiocarbamate disodium salt [Na].[Na].C(N)(SCCSC(N)=S)=S